NC1=C(C=C(C=C1F)C(=O)C1=CN=C2N1C=CC=C2B2OCC(CO2)(C)C)F (4-amino-3,5-difluorophenyl)(8-(5,5-dimethyl-1,3,2-dioxaborinan-2-yl)imidazo[1,2-a]pyridin-3-yl)methanone